4-((1R,5S)-3,8-diazabicyclo[3.2.1]octane-3-yl)-2-(2,6-dioxopiperidin-3-yl)-5,6-difluoroisoindoline-1,3-dione [C@H]12CN(C[C@H](CC1)N2)C2=C1C(N(C(C1=CC(=C2F)F)=O)C2C(NC(CC2)=O)=O)=O